COC=1C=C(C=CC1OC)C=1C=C(N(S(N1)(=O)=O)C)C(=O)OCC Ethyl 5-(3,4-dimethoxyphenyl)-2-methyl-1,1-dioxo-2H-1λ6,2,6-thiadiazine-3-carboxylate